C(#N)SB([S-])[S-].[Na+].[Na+] sodium cyanoborotrithiate